FC1=CC=C(C=C1)C=1C(=NC(=C(C(=O)O)C1O)C)C (4-fluorophenyl)-4-hydroxy-2,6-dimethylnicotinic acid